4,6-difluoro-N-(3-fluoro-5-methoxybenzyl)-5-(1H-pyrazol-4-yl)indoline-1-carboxamide FC1=C2CCN(C2=CC(=C1C=1C=NNC1)F)C(=O)NCC1=CC(=CC(=C1)OC)F